6-Bromo-8-cyclopentyl-2-(pyridin-2-ylamino)-8H-pyrido[2,3-d]pyrimidin-7-one BrC1=CC2=C(N=C(N=C2)NC2=NC=CC=C2)N(C1=O)C1CCCC1